(S)-(4-(3-chloro-2-(cyclopropylcarbamoyl)phenyl)-3-oxobutane-2-yl)tert-butyl carbamate C(N)(OC(C[C@H](C)C(CC1=C(C(=CC=C1)Cl)C(NC1CC1)=O)=O)(C)C)=O